CS(=O)(=O)CC=1OC=CN1 2-(methylsulfonylmethyl)oxazole